NC1CCC(CC1)NC1=NC2=C(C=C(C=C2C=N1)C1=C(C=C(C=C1)NS(=O)(=O)C1=C(C=CC=C1)Cl)Cl)CC N-(4-(2-(((1r,4r)-4-aminocyclohexyl)amino)-8-ethylquinazolin-6-yl)-3-chlorophenyl)-2-chlorobenzenesulfonamide